5,10,15,20-tetrakis(2,4,6-trimethylphenyl)-21H,23H-porphine CC1=C(C(=CC(=C1)C)C)C=1C2=CC=C(N2)C(=C2C=CC(C(=C3C=CC(=C(C=4C=CC1N4)C4=C(C=C(C=C4C)C)C)N3)C3=C(C=C(C=C3C)C)C)=N2)C2=C(C=C(C=C2C)C)C